2-(2-methoxy-7-methylquinoxalin-5-yl)thiazole-5-carboxylic acid COC1=NC2=CC(=CC(=C2N=C1)C=1SC(=CN1)C(=O)O)C